FC(CC1=CC2=C(N=C(N=C2)NC2CCN(CC2)S(=O)(=O)C)N(C1=O)[C@H]1C[C@@H](CCC1)O)F 6-(2,2-Difluoroethyl)-8-[(1r,3r)-3-hydroxycyclohexyl]-2-{[1-(methylsulfonyl)-piperidin-4-yl]amino}pyrido[2,3-d]pyrimidin-7(8H)-one